N1-(2-hydroxyethyl)-N4-(4-methoxy-7-phenyl-1H-1,3-benzodiazol-2-yl)benzene-1,4-dicarboxamide OCCNC(=O)C1=CC=C(C=C1)C(=O)NC1=NC2=C(N1)C(=CC=C2OC)C2=CC=CC=C2